9-(4-((1-(3,3-difluoropropyl)azetidin-3-yl)methyl)phenyl)-8-(2-fluoro-3-(trifluoromethyl)phenyl)-6,7-dihydro-5H-benzo[7]annulene-3-carboxylic acid FC(CCN1CC(C1)CC1=CC=C(C=C1)C1=C(CCCC2=C1C=CC(=C2)C(=O)O)C2=C(C(=CC=C2)C(F)(F)F)F)F